O=C1C=C(NC=C1C(=O)N)C(=O)N 4-oxo-1,4-dihydropyridine-2,5-dicarboxamide